The molecule is conjugate base of 2-aminobut-2-enoic acid. It is a conjugate base of a 2-aminobut-2-enoic acid and a 2-aminobut-2-enoic acid zwitterion. C/C=C(/C(=O)[O-])\\N